5-(cyclopropylethynyl)-1H-pyrrolo[2,3-b]Pyridin-4-amine C1(CC1)C#CC1=C(C2=C(N=C1)NC=C2)N